C1(=CC=CC=C1)C=1N=C2N(C=C(C=C2C2=CC=C(C=C2)C(C=CC(=O)N(C)C)=O)C2=CC=CC=C2)C1 4-(4-(2,6-diphenylimidazo[1,2-a]pyridin-8-yl)phenyl)-N,N-dimethyl-4-oxobut-2-enamide